C(C1=CC=CC=C1)N1C(N(C2=C1C(=C(C=C2)C)C)CC2=CC=CC=C2)C(=O)O 1,3-dibenzyl-6,7-dimethylbenzimidazole-2-carboxylic acid